3-O-{6-O-[6-O-(E)-sinapoyl-beta-D-glucopyranosyl]-beta-D-glucopyranosyl}cyanidin C(\C=C\C1=CC(OC)=C(O)C(OC)=C1)(=O)OC[C@@H]1[C@H]([C@@H]([C@H]([C@@H](O1)OC[C@@H]1[C@H]([C@@H]([C@H]([C@@H](O1)OC=1C(=[O+]C=2C=C(C=C(C2C1)O)O)C1=CC(O)=C(O)C=C1)O)O)O)O)O)O